ClC1=C(C=CC=C1OCCCC(=O)NO)C=1C=C(NN2SC3=C(C2)C=CC=C3)C=CC1 N-(3-(2-chloro-3-(4-hydroxyamino-4-oxobutoxy)phenyl)anilino)benzisothiazole